dimethoxy-2-[dimethoxy-(4-methoxyphenyl)]methyl-4,6-dimethyldibenzothiophene-5-oxide COC=1C(=C(C2=C(S(C3=C2C=CC=C3C)=O)C1C)OC)CC1=C(C(=C(C=C1)OC)OC)OC